3-(2-chloro-4-fluoro-phenoxy)-N-(2-methyl-4-pyridyl)-6-(trifluoromethyl)pyridazine-4-carboxamide ClC1=C(OC=2N=NC(=CC2C(=O)NC2=CC(=NC=C2)C)C(F)(F)F)C=CC(=C1)F